tert-butyl ((S)-2-(4-((S)-2-((S)-2-acetamido-3-methylbutanamido)propanamido)phenyl)-2-(((4-nitrophenoxy)carbonyl)oxy)ethyl)carbamate C(C)(=O)N[C@H](C(=O)N[C@H](C(=O)NC1=CC=C(C=C1)[C@@H](CNC(OC(C)(C)C)=O)OC(=O)OC1=CC=C(C=C1)[N+](=O)[O-])C)C(C)C